FC(C=1C(N(C=C2C1N=C(N=C2N[C@H](C)C2=C(C(=CC=C2)C(F)F)F)C)C2(CC2)CF)=O)F (R)-8-(difluoromethyl)-4-((1-(3-(difluoromethyl)-2-fluorophenyl)ethyl)amino)-6-(1-(Fluoromethyl)cyclopropyl)-2-methylpyrido[4,3-d]pyrimidin-7(6H)-one